2-fluoro-1-(4'-methylphenyl)-2-(4,1'-biphenyl)ethanone FC1(C(C=CC(=C1)C1=CC=CC=C1)C1=CC=C(C=C1)C)CC=O